1-(ethylsulfinyl)-8-isothiocyanatooctan C(C)S(=O)CCCCCCCCN=C=S